C(CC(C)C)N=C=O i-Pentylisocyanat